CN(C(COC[C@H](C)NC=1C=NNC(C1C(F)(F)F)=O)=O)C1CCN(CC1)C=1SC(=CN1)C(F)(F)F (S)-N-methyl-2-(2-((6-oxo-5-(trifluoromethyl)-1,6-dihydropyridazin-4-yl)amino)propoxy)-N-(1-(5-(trifluoromethyl)thiazol-2-yl)piperidin-4-yl)acetamide